C1(CCC1)OC=1C=2N(C=NC1C=1C=NNC1)N=C(N2)NC2=C(C=C(C=C2)S(=O)(=O)NCCC=O)C 4-((8-cyclobutoxy-7-(1H-pyrazol-4-yl)-[1,2,4]triazolo[1,5-c]pyrimidin-2-yl)amino)-3-methyl-N-(3-oxopropyl)benzenesulfonamide